O(C1=CC=CC=C1)CN(C1=NC(=NC(=N1)N(COC1=CC=CC=C1)COC1=CC=CC=C1)N(COC1=CC=CC=C1)COC1=CC=CC=C1)COC1=CC=CC=C1 N,N,N',N',N'',N''-Hexakis-phenoxymethyl-[1,3,5]triazin-2,4,6-triamin